C(C)(C)(C)C1=CC=C(C=C1)C(CC=O)C 3-(4-t-butylphenyl)butyraldehyde